6-(1-methyl-1H-pyrazol-4-yl)-3-(4-(1-(pyridin-2-ylmethyl)-1H-1,2,4-triazol-3-yl)piperazin-1-yl)pyrazolo[1,5-a]pyridine CN1N=CC(=C1)C=1C=CC=2N(C1)N=CC2N2CCN(CC2)C2=NN(C=N2)CC2=NC=CC=C2